ClC=1C=C2C=NNC2=CC1C1CC(C1)C1=NOC(=C1)C 3-[3-(5-chloro-1H-indazol-6-yl)cyclobutyl]-5-methylisoxazole